C1(CCCCC1)NC=1C2=C(N=C(N1)NC1=CC=C(C=3CCOC31)C(=O)N3CCOCC3)NC=C2C#N 4-(cyclohexylamino)-2-((4-(morpholine-4-carbonyl)-2,3-dihydrobenzo-furan-7-yl)amino)-7H-pyrrolo[2,3-d]pyrimidine-5-carbonitrile